C(N)(=O)C=1C=C(C=CC1F)NC(C1=C(C(=CC=C1OC1=C(C=C(C=C1)OC(F)(F)F)OC([2H])([2H])[2H])OC(F)(F)F)F)=O N-(3-carbamoyl-4-fluorophenyl)-2-fluoro-6-[2-(trideuteriomethoxy)-4-(trifluoromethoxy)phenoxy]-3-(trifluoromethoxy)benzamide